C(CCC)[Ti](CC)(CCCC)CCCC Tri-n-butyl-ethyl-titanium